N-((1R,2R,4S)-7-cyano-7-azabicyclo[2.2.1]heptan-2-yl)-3-(4-fluorophenoxy)benzamide C(#N)N1[C@H]2[C@@H](C[C@@H]1CC2)NC(C2=CC(=CC=C2)OC2=CC=C(C=C2)F)=O